C(CC)NC(=O)C1=CC=C(C=C1)C1=CC=CC=C1 N-propyl-1,1'-biphenyl-4-carboxamide